N-[2-(dimethylamino)ethyl]-N-methyl-4-({4-[({2-[methyl(methylsulfonyl)amino]pyridin-3-yl}methyl)amino]-5-(trifluoromethyl)pyrimidin-2-yl}amino)benzamide CN(CCN(C(C1=CC=C(C=C1)NC1=NC=C(C(=N1)NCC=1C(=NC=CC1)N(S(=O)(=O)C)C)C(F)(F)F)=O)C)C